2-[4-(trifluoromethoxy)phenyl]acetic acid ethyl ester C(C)OC(CC1=CC=C(C=C1)OC(F)(F)F)=O